N1=CC=CC=2C3(CCCC12)OCCO3 7',8'-dihydro-6'H-spiro[[1,3]dioxolane-2,5'-quinoline]